benzyl (R)-3-(((benzyloxy)carbonyl)amino)-2,3,4,7-tetrahydro-1H-azepine-1-carboxylate C(C1=CC=CC=C1)OC(=O)N[C@H]1CN(CC=CC1)C(=O)OCC1=CC=CC=C1